(E)-5-(2-Chloro-6-(2-(3-methylbenzylidene)hydrazinyl)-9H-purin-9-yl)-3-methylisothiazole ClC1=NC(=C2N=CN(C2=N1)C1=CC(=NS1)C)N/N=C/C1=CC(=CC=C1)C